(S)-4-(3,4-dichloro-5-fluoro-1H-indole-2-carbonyl)-1,5-dimethylpiperazin-2-one ClC1=C(NC2=CC=C(C(=C12)Cl)F)C(=O)N1CC(N(C[C@@H]1C)C)=O